methyl (S,Z)-12-(2-ethoxy-4-formylphenoxy)octadec-9-enoate C(C)OC1=C(O[C@H](C\C=C/CCCCCCCC(=O)OC)CCCCCC)C=CC(=C1)C=O